(2R)-5-oxopyrrolidin O=C1CCCN1